(2S)-methyl-2-(1-hydroxy-6,6,9-trimethyl-3-pentyl-6a,7,8,10a-tetrahydro-6H-benzo[c]chromene-2-carboxamido)-3-(1H-imidazol-5-yl)propanoate COC([C@H](CC1=CN=CN1)NC(=O)C=1C(=C2C3C(C(OC2=CC1CCCCC)(C)C)CCC(=C3)C)O)=O